acrylic acid-2-hydroxybutyl ester OC(COC(C=C)=O)CC